5-(4-cyclopropylphenyl)-N-(1-hydroxy-3-methoxy-2-methylpropan-2-yl)-2-methylbenzofuran-3-carboxamide C1(CC1)C1=CC=C(C=C1)C=1C=CC2=C(C(=C(O2)C)C(=O)NC(CO)(COC)C)C1